2-[[5-ethylsulfanyl-6-[5-methoxy-3-methyl-4-oxo-6-(trifluoromethyl)imidazo[4,5-c]pyridin-2-yl]-3-pyridinyl]oxy]-2-methyl-propionitrile C(C)SC=1C=C(C=NC1C1=NC2=C(C(N(C(=C2)C(F)(F)F)OC)=O)N1C)OC(C#N)(C)C